methyl (S)-3-(8-(2,6-dichloro-4-fluorophenyl)-2,2-dimethyl-2H-chromen-5-yl)-2-(2,6-dichlorobenzamido)propanoate ClC1=C(C(=CC(=C1)F)Cl)C=1C=CC(=C2C=CC(OC12)(C)C)C[C@@H](C(=O)OC)NC(C1=C(C=CC=C1Cl)Cl)=O